7-(2,4-difluorophenyl)-2,2-dimethyl-4H-benzo[d][1,3]dioxin-4-one FC1=C(C=CC(=C1)F)C=1C=CC2=C(OC(OC2=O)(C)C)C1